5-(2-(2-fluoro-4,5-dimethylphenylamino)-5-methylpyrimidin-4-ylamino)benzoxazol-2(3H)-one FC1=C(C=C(C(=C1)C)C)NC1=NC=C(C(=N1)NC=1C=CC2=C(NC(O2)=O)C1)C